5-amino-N-cyclobutyl-N-(5-(trifluoromethyl)-2,3-dihydro-1H-inden-1-yl)imidazo[1,5-c]quinazoline-9-carboxamide NC1=NC=2C=CC(=CC2C=2N1C=NC2)C(=O)N(C2CCC1=CC(=CC=C21)C(F)(F)F)C2CCC2